BrC1=CC=C(C=N1)NC(COCCCl)=O N-(6-bromopyridin-3-yl)-2-(2-chloroethoxy)acetamide